(2R,3R,4R,5S)-1-(4-cyclopropyl-2,6-difluorophenethyl)-2-(hydroxymethyl)piperidine-3,4,5-triol C1(CC1)C1=CC(=C(CCN2[C@@H]([C@H]([C@@H]([C@H](C2)O)O)O)CO)C(=C1)F)F